2,4-DIAMINO-PYRIMIDINE NC1=NC=CC(=N1)N